N-((1r,4r)-4-(4-Cyano-3-(trifluoromethyl)phenoxy)cyclohexyl)-5-(4-formylpiperidin-1-yl)pyrazine-2-carboxamide C(#N)C1=C(C=C(OC2CCC(CC2)NC(=O)C2=NC=C(N=C2)N2CCC(CC2)C=O)C=C1)C(F)(F)F